3,3'-(diphenyl-germanediyl)bis(4-bromo-N,N-dimethylaniline) C1(=CC=CC=C1)[Ge](C=1C=C(N(C)C)C=CC1Br)(C=1C=C(N(C)C)C=CC1Br)C1=CC=CC=C1